(E)-3-(6-amino-pyridin-3-yl)-N-((5-(4-(4,4-difluoro-piperidine-1-carbonyl)phenyl)-7-(2,6-difluoro-pyridin-3-yl)benzofuran-2-yl)methyl)acrylamide NC1=CC=C(C=N1)/C=C/C(=O)NCC=1OC2=C(C1)C=C(C=C2C=2C(=NC(=CC2)F)F)C2=CC=C(C=C2)C(=O)N2CCC(CC2)(F)F